5-bromo-α,α,3-trifluoro-2-pyridinepropanoic acid BrC=1C=C(C(=NC1)CC(C(=O)O)(F)F)F